didodecyl-dimethyl-dibenzyl-stannyl chloride C(CCCCCCCCCCC)C=1C(=C(C([SnH](CC2=CC=CC=C2)Cl)(C)C)C=CC1)CCCCCCCCCCCC